1-(3-(7-(1-(2-(dimethylamino)ethyl)-5-methyl-1H-pyrazol-4-yl)-3-(4-(trifluoromethyl)phenyl)-1H-pyrazolo[4,3-b]pyridin-1-yl)azetidin-1-yl)-2-fluoroprop-2-en-1-one CN(CCN1N=CC(=C1C)C1=C2C(=NC=C1)C(=NN2C2CN(C2)C(C(=C)F)=O)C2=CC=C(C=C2)C(F)(F)F)C